2-(allylthio)benzaldehyde C(C=C)SC1=C(C=O)C=CC=C1